6-(3-methoxy-2-methylphenyl)-2-(1-methyl-1H-imidazol-2-yl)-5-(pyridin-2-yl)pyrrolo[2,1-f][1,2,4]triazin-4-ol COC=1C(=C(C=CC1)C=1C(=C2C(=NC(=NN2C1)C=1N(C=CN1)C)O)C1=NC=CC=C1)C